N-phenyl-carbamic acid C1(=CC=CC=C1)NC(O)=O